FC(OC1=CC(=NN1)NC1=CN=C2C(=N1)N(N=C2)[C@@H](C)[C@H]2COCCC2)F N-(5-(difluoromethoxy)-1H-pyrazole-3-yl)-1-((S)-1-((S)-tetrahydro-2H-pyran-3-yl)ethyl)-1H-pyrazolo[3,4-b]Pyrazin-6-amine